2-((S)-(4,4-difluorocyclohexyl)(1-ethyl-1H-pyrazole-5-carboxamido)methyl)-6-(((5R)-2-oxo-5-(trifluoromethyl)piperidin-3-yl)methyl)imidazo[1,2-b]pyridazine-7-carboxylic acid FC1(CCC(CC1)[C@@H](C=1N=C2N(N=C(C(=C2)C(=O)O)CC2C(NC[C@@H](C2)C(F)(F)F)=O)C1)NC(=O)C1=CC=NN1CC)F